5-chloro-2-(2-fluoro-4-pyridinyl)-4-[(3S)-3-methoxy-1-piperidinyl]-1H-pyrimidin-6-one ClC1=C(N=C(NC1=O)C1=CC(=NC=C1)F)N1C[C@H](CCC1)OC